ClCC1=CC(=C(N=N1)C1C(NC(CC1)=O)=O)F 3-(6-(Chloromethyl)-4-fluoropyridazin-3-yl)piperidine-2,6-dione